N,N'-(3-Ethoxy-3''-fluoro-2'-hydroxy-[1,1':3',1''-terphenyl]-4,4''-diyl)diacetamide C(C)OC=1C=C(C=CC1NC(C)=O)C1=C(C(=CC=C1)C1=CC(=C(C=C1)NC(C)=O)F)O